3-Fluoro-3-[(8-Methyl-7-{[(2S)-tetrahydrofuran-2-ylmethyl]carbamoyl}-4,5-dihydro-2H-furo[2,3-g]indazol-2-yl)methyl]azetidin-1-carboxylat FC1(CN(C1)C(=O)[O-])CN1N=C2C3=C(CCC2=C1)OC(=C3C)C(NC[C@H]3OCCC3)=O